(E)-N-(4-(4-amino-3-(3-fluoro-4-((4-methylpyrimidin-2-yl)oxy)phenyl)-7-(1-methyl-1H-pyrazol-4-yl)thieno[3,2-c]pyridin-2-yl)-3-methylphenyl)-2-methylbut-2-enamide NC1=NC=C(C2=C1C(=C(S2)C2=C(C=C(C=C2)NC(\C(=C\C)\C)=O)C)C2=CC(=C(C=C2)OC2=NC=CC(=N2)C)F)C=2C=NN(C2)C